COC=1C(=C2C=CC=NC2=CC1)N[C@H]1CN(CC1)C(=O)OC(C)(C)C tert-butyl (R)-3-((6-methoxyquinolin-5-yl)amino)pyrrolidine-1-carboxylate